lanthanum-rhodium [Rh].[La]